decahydronaphthalen-5-one C1CCCC2C(CCCC12)=O